2-methoxy-6-[(propan-2-yl)amino]-3-[3-(pyrrolidin-1-yl)propoxy]-7,8,9,10-tetrahydrophenanthridin-8-ol trifluoroacetate FC(C(=O)O)(F)F.COC1=CC2=C3CCC(CC3=C(N=C2C=C1OCCCN1CCCC1)NC(C)C)O